5,8,11-trioxa-2-azatridecanedioic acid 1-tert-butyl ester C(C)(C)(C)OC(NCCOCCOCCOCC(=O)O)=O